CC=1C(=C(C(=O)O)C=CC1)CCC#N.N([C@@](C(CC(N)=O)([2H])[2H])(C(=O)O)[2H])([2H])[2H] L-glutamine-d5 methyl-o-(2-cyanoethyl)benzoate